6,6-dimethyl-2-(2-((1-(methylsulfonyl)piperidin-4-yl)amino)-5-(trifluoromethyl)pyrimidin-4-yl)-5,6-dihydro-4H-thieno[2,3-c]pyrrol-4-one CC1(NC(C2=C1SC(=C2)C2=NC(=NC=C2C(F)(F)F)NC2CCN(CC2)S(=O)(=O)C)=O)C